(7R,8aS)-7-(2,3-dichloro-6-hydroxyphenyl)-2-[(2S,3S)-rel-1,3-dihydroxybutan-2-yl]-hexahydropyrrolo[1,2-a]pyrazin-4-one ClC1=C(C(=CC=C1Cl)O)[C@H]1C[C@@H]2N(C(CN(C2)[C@@H](CO)[C@H](C)O)=O)C1 |o1:17,20|